The molecule is a methylpyridine that is 2-methylpyridine substituted by a hydroxy group at C-3, a carboxy group at C-4, and a hydroxymethyl group at C-5. It is the catabolic product of vitamin B6 and is excreted in the urine. It has a role as a human metabolite and a mouse metabolite. It is a member of methylpyridines, a hydroxymethylpyridine, a monohydroxypyridine and a vitamin B6. It derives from an isonicotinic acid. It is a conjugate acid of a 4-pyridoxate. CC1=NC=C(C(=C1O)C(=O)O)CO